C(C)(C)(C)C1=C(C(=CC(=C1)C(C)(C)C)CC1=C(C(=CC(=C1)C)C(C)(C)C)O)O 2,4-di-t-butyl-6-(3-t-butyl-2-hydroxy-5-methylbenzyl)phenol